CS(=O)(=O)N(C1=C(C=CC=C1)O)CC#C Methylsulfonyl-N-prop-2-ynyl-2-hydroxyaniline